C(C)(C)(C)[C@H]([C@@H]1OC2=CC=CC=C2/C(/C1)=N/NS(=O)(=O)C1=CC=C(C)C=C1)N(C([O-])=O)C(C)C1=CC=CC2=CC=CC=C12 tert-butyl((R)-(1-(naphthalen-1-yl)ethyl)(((R,E)-4-(2-tosylhydrazineylidene)chroman-2-yl)methyl)carbamate)